6-Chloro-1-methylpyridin-2-one ClC1=CC=CC(N1C)=O